5-METHOXY-2-PYRIMIDINECARBOXALDEHYDE COC=1C=NC(=NC1)C=O